N=1N(N=C2C1C=CC=C2)C2=CC(=CC=C2O)C(CC(C)(C)C)(C)C 6-(2H-benzotriazole-2-yl)-4-(1,1,3,3-tetramethylbutyl)phenol